chloro-5-cyclopropylnicotinonitrile ClC1=C(C#N)C=C(C=N1)C1CC1